NC(C(CCCCCC(=O)O)=O)C 8-amino-7-ketononanoic acid